α-methylstyryl-trimethoxysilane CC(=CC1=CC=CC=C1)[Si](OC)(OC)OC